(1R,4S)-4-(2-hydroxyethyl)-2-azabicyclo[2.2.1]heptan-3-one OCC[C@]12C(N[C@H](CC1)C2)=O